C(C)(C)OC1=CC(=CC2=C1CN1[C@@H](CO2)C[C@H](C1)O)C (2R,11aR)-6-isopropoxy-8-methyl-2,3,11,11a-tetrahydro-1H,5H-benzo[f]pyrrolo[2,1-c][1,4]Oxazepine-2-ol